Rac-dimethylsilanediyl-bis[2-methyl-4-(3,5-di-tert-butylphenyl)-5-methoxy-6-tert-butyl-inden-1-yl]zirconium dichloride [Cl-].[Cl-].C[Si](=[Zr+2](C1C(=CC2=C(C(=C(C=C12)C(C)(C)C)OC)C1=CC(=CC(=C1)C(C)(C)C)C(C)(C)C)C)C1C(=CC2=C(C(=C(C=C12)C(C)(C)C)OC)C1=CC(=CC(=C1)C(C)(C)C)C(C)(C)C)C)C